(2-methoxyethoxy)-ethyl sulfate S(=O)(=O)(OCCOCCOC)[O-]